COCCOCCOC=1C=C(C=O)C=CC1OCCOCCOC 3,4-bis(2-(2-methoxyethoxy)ethoxy)benzaldehyde